6-(6-((E)-((1S,2S,5R)-2-fluoro-1,5-dimethyl-9-azabicyclo[3.3.1]nonan-3-ylidene)methyl)pyridazin-3-yl)isoquinolin-7-ol F[C@@H]\1[C@@]2(CCC[C@](C/C1=C\C1=CC=C(N=N1)C=1C=C3C=CN=CC3=CC1O)(N2)C)C